2-methyl-4-oxo-butyramide CC(C(=O)N)CC=O